N1N=NC(=C1)[C@@H]1CN(CC1)C(=O)N1CC2(C1)CC(C2)CC2=CC=C(C=C2)S(=O)(=O)C(F)(F)F [(3S)-3-(1H-triazol-4-yl)pyrrolidin-1-yl]-[6-[[4-(trifluoromethylsulfonyl)phenyl]methyl]-2-azaspiro[3.3]heptan-2-yl]methanone